C(C)(C)(C)OC(=O)N1CC2=C(C(=CC=C2CC1)CO)F 8-fluoro-7-(hydroxymethyl)-3,4-dihydro-1H-isoquinoline-2-carboxylic acid tert-butyl ester